ClC1=CC=C(C=C1)C1=CC=2C(=NC=C3C=C\C(\N(C23)C2=CC=C(C(=O)NC3CC3)C=C2)=N/S(=O)(=O)C2=CC=C(C)C=C2)C=C1 (E)-4-(9-(4-chlorophenyl)-2-(tosylimino)benzo[H][1,6]naphthyridin-1(2H)-yl)-N-cyclopropylbenzamide